C(CCCCCCCCCCCCCCC)(=O)NCCOCCOCC(=O)NC1=C(C(=O)N)C=CC=C1 2-(2-(2-(2-palmitoylaminoethoxy)ethoxy)acetamido)benzamide